4-chloro-2',3',4',6,6'-pentafluoro-[1,1'-biphenyl]-3-sulfonamide ClC1=C(C=C(C(=C1)F)C1=C(C(=C(C=C1F)F)F)F)S(=O)(=O)N